[TlH2][TlH2] dithallane